C(#N)CC1CCC(CC1)N1C(=NC=2C1=C1C(=NC2)NC=C1)CC(=O)NCC12CC3(C[C@H](C[C@@H](C1)C3)C2)O 2-(1-((1R,4R)-4-(cyanomethyl)cyclohexyl)-1,6-dihydroimidazo[4,5-d]pyrrolo[2,3-b]pyridin-2-yl)-N-(((1S,3R,5R,7S)-3-hydroxyadamantan-1-yl)methyl)acetamide